butyl-4-(5-(1-(tert-butoxycarbonyl)-1H-pyrrol-2-yl)-7H-pyrrolo[2,3-d]pyrimidin-4-yl)piperazine-1-carboxylate C(CCC)OC(=O)N1CCN(CC1)C=1C2=C(N=CN1)NC=C2C=2N(C=CC2)C(=O)OC(C)(C)C